propyl 1-[[5-[5-(trifluoromethyl)-1,2,4-oxadiazol-3-yl]-2-thienyl]methyl]-1,2,4-triazole-3-carboxylate FC(C1=NC(=NO1)C1=CC=C(S1)CN1N=C(N=C1)C(=O)OCCC)(F)F